5-Formyl-(6S)-tetrahydrofolic Acid Di-Choline Salt OCC[N+](C)(C)C.OCC[N+](C)(C)C.C(=O)N1C=2C(NC(=NC2NC[C@@H]1CNC1=CC=C(C(N[C@@H](CCC(=O)[O-])C(=O)O)=O)C=C1)N)=O.C(=O)N1C=2C(NC(=NC2NC[C@@H]1CNC1=CC=C(C(N[C@@H](CCC(=O)[O-])C(=O)O)=O)C=C1)N)=O